(R)-N-(1-(3-amino-5-(trifluoromethyl)phenyl)ethyl)-2-chloro-6-morpholinopyrido[3,4-d]pyrimidin-4-amine NC=1C=C(C=C(C1)C(F)(F)F)[C@@H](C)NC=1C2=C(N=C(N1)Cl)C=NC(=C2)N2CCOCC2